(R)-2-[4-chloro-2-(3-isoxazolyl)phenoxy]-3-fluoropropionic acid ClC1=CC(=C(O[C@H](C(=O)O)CF)C=C1)C1=NOC=C1